Cl.N1=CN=C(C2=C1NC=C2)NC2=CC(=C1C(NC3(N(C1=C2OC)C)CCC3)=O)C 7'-((7H-pyrrolo[2,3-d]pyrimidin-4-yl)amino)-8'-methoxy-1',5'-dimethyl-1'H-spiro[cyclobutane-1,2'-quinazoline]-4'(3'H)-one hydrochloride